(2,4-difluorophenoxy)picolinic acid ethyl ester C(C)OC(C1=NC=CC=C1OC1=C(C=C(C=C1)F)F)=O